diaminobenzidineAnilide NNC=1C(=C(C(=CC1)C1=CC=C(N)C=C1)C(=O)NC1=CC=CC=C1)N